CC1=C(C(=O)O)C=CC(=C1)C1=NN(C=N1)C1=CC=C(C=C1)OC(C(F)(F)F)(F)F 2-methyl-4-(1-(4-(perfluoroethoxy)phenyl)-1H-1,2,4-triazol-3-yl)benzoic acid